3,8-dimethyl-5-((3-methylpyrazin-2-yl)methyl)-7-(piperidin-4-yl)pyrido[2,3-b]pyrazin-6(5H)-one CC1=CN=C2C(=N1)N(C(C(=C2C)C2CCNCC2)=O)CC2=NC=CN=C2C